N1CC(C1)NC(C1=NC=C(C=C1)N1CCN(CC1)CC=1C=NC=2C=C(C(NC2C1)=O)CC)=O N-(azetidin-3-yl)-5-(4-((7-ethyl-6-oxo-5,6-dihydro-1,5-naphthyridin-3-yl)methyl)piperazin-1-yl)picolinamide